CN1CC(C1)C(=O)O 1-methyl-azetidine-3-carboxylic acid